N[S@](=NC(CC=1C(=C2COCC2=CC1C(C)C)C(C)C)=O)(=O)C1=CN=C(S1)C(C)(C)O |o1:1| (R) or (S)-N-(amino(2-(2-hydroxypropan-2-yl)thiazol-5-yl)(oxo)-λ6-sulfaneylidene)-2-(4,6-diisopropyl-1,3-dihydroisobenzofuran-5-yl)acetamide